tert-butyl-5-chloro-2-(7,8-dimethyl-[1,2,4]triazolo[1,5-a]pyridin-6-yl)-3-isopropyl-1H-pyrrolo[3,2-b]pyridine-1-carboxylate C(C)(C)(C)OC(=O)N1C(=C(C2=NC(=CC=C21)Cl)C(C)C)C=2C(=C(C=1N(C2)N=CN1)C)C